C(NC(C=C)=O)NC(C=C)=O N,N'-methylenebis(acrylamide)